cyclohexanedicarboxylic acid octyl (decyl) ester C(CCCCCCCCC)OC(=O)C1(CCCCC1)C(=O)OCCCCCCCC